C1OCC12CN(C2)C(=O)C2=CC=C(C=C2)[C@@H]2CC1(CC(C1)C#N)CCN2CC2=C1C=CNC1=C(C=C2C2CC2)C (2R,4r,6S)-6-(4-(2-oxa-6-azaspiro[3.3]heptane-6-carbonyl)phenyl)-7-((5-cyclopropyl-7-methyl-1H-indol-4-yl)methyl)-7-azaspiro[3.5]nonane-2-carbonitrile